formselenic acid C(O)=[Se]